tert-butyl-(3S,4S)-4-[[3-(2,6-dibenzyloxy-3-pyridyl)-1-methyl-indazol-6-yl]amino]-3-fluoro-piperidine-1-carboxylate C(C)(C)(C)OC(=O)N1C[C@@H]([C@H](CC1)NC1=CC=C2C(=NN(C2=C1)C)C=1C(=NC(=CC1)OCC1=CC=CC=C1)OCC1=CC=CC=C1)F